FC1=CC(=CC=2C=C(OC21)C2=CC(=CC=C2)F)CN2[C@@H](CC2)C(=O)N (S)-1-((7-fluoro-2-(3-fluorophenyl)benzofuran-5-yl)methyl)azetidine-2-carboxamide